tert-butyl (R)-5,5-dimethyl-2-(((methylsulfonyl)oxy)methyl)morpholine-4-carboxylate CC1(CO[C@H](CN1C(=O)OC(C)(C)C)COS(=O)(=O)C)C